3-(4-(((2,5-difluorophenyl)amino)methyl)benzylisoxazol-5-yl)pyridin-2-amine FC1=C(C=C(C=C1)F)NCC1=CC=C(CC2=NOC(=C2)C=2C(=NC=CC2)N)C=C1